C(C)(C)(C)C1=CC(=CC(=C1)C)C 1-tert-butyl-3,5-di-methyl-benzene